COC(C1=C(C=C(C(=C1)C1=CC=2N(C=C1)N=C(N2)N)F)Cl)=O 5-(2-amino-[1,2,4]triazolo[1,5-a]pyridin-7-yl)-2-chloro-4-fluorobenzoic acid methyl ester